2-(4,6-Diphenyl-1,3,5-triazin-2-yl-5-hexyloxy)phenol C1(=CC=CC=C1)C1=NC(=NC(=N1)C1=CC=CC=C1)CC(CCCC)OC1=C(C=CC=C1)O